ClC1=C(CN2CCC(CC2)CC2CC2)C=CC=C1 (1-(2-chlorobenzyl)piperidin-4-yl)(cyclopropyl)methane